C(C)OCCC(=O)OC methyl β-ethoxypropionate